Diethyl ((S)-2-(2-(4-hydroxyphenyl)-2-methylpropanamido)-3,3-dimethylbutanoyl)-D-glutamate OC1=CC=C(C=C1)C(C(=O)N[C@H](C(=O)N[C@H](CCC(=O)OCC)C(=O)OCC)C(C)(C)C)(C)C